N-(3-fluoro-4-(3-fluoro-1H-pyrazol-4-yl)phenyl)-1-methyl-1H-1,2,4-triazol-5-amine FC=1C=C(C=CC1C=1C(=NNC1)F)NC1=NC=NN1C